ClC1=C(C(Cl)=NO)C=CC(=C1)Cl 2,4-dichlorobenzaldehyde chloroxime